[N+](=O)([O-])C(CCCCCCCCCCC(=O)O)=CCCCCCCCC 12-nitro-heneicos-12-enoic acid